propyl 1-methyl-3-(3-((7-(5-methyl-1,2,4-oxadiazol-3-yl)isoquinolin-1-yl)amino)propanamido)-1H-pyrazole-5-carboxylate formate C(=O)O.CN1N=C(C=C1C(=O)OCCC)NC(CCNC1=NC=CC2=CC=C(C=C12)C1=NOC(=N1)C)=O